FC(C(=O)NC1=CC=CC=C1)(F)F 2,2,2-trifluoro-N-phenyl-acetamide